The molecule is a polyazaalkane that is tetradecane in which the carbons at positions 1, 5, 10 and 14 are replaced by nitrogens. Spermine has broad actions on cellular metabolism. It has a role as an antioxidant, an immunosuppressive agent and a fundamental metabolite. It is a polyazaalkane and a tetramine. It is a conjugate base of a spermine(4+). C(CCNCCCN)CNCCCN